C(C)(C)(C)OC(=O)N1CCC(CC1)C1=C(C(=CC=C1)O)N 4-(2-amino-3-hydroxyphenyl)piperidine-1-carboxylic acid tert-butyl ester